NCC=1C=C2C[15N](C(C2=CC1F)=O)C1C(NC(CC1)=O)=O 3-(5-(aminomethyl)-6-fluoro-1-oxoisoindolin-2-yl-15N)piperidine-2,6-dione